(6R)-6-{[2-(3-methoxyphenyl)-10-methyl[1,2,4]triazolo[1,5-c]quinazolin-5-yl]amino}-1,4-diazepan-5-one COC=1C=C(C=CC1)C1=NN2C(=NC=3C=CC=C(C3C2=N1)C)N[C@H]1C(NCCNC1)=O